5-[2-({[3-fluoro-1-(3-fluoro(2-pyridyl))cyclobutyl]methyl}amino)pyrimidin-5-yl]-1,3-dihydropyrimidine-2,4-dione FC1CC(C1)(C1=NC=CC=C1F)CNC1=NC=C(C=N1)C=1C(NC(NC1)=O)=O